(4-pyridylmethyl)-proline N1=CC=C(C=C1)CN1[C@@H](CCC1)C(=O)O